4-(1-isobutyl-3-(tetrahydro-2H-pyran-4-yl)-1H-pyrrolo[2,3-b]pyridine-6-carbonyl)-3,3-dimethylpiperazin-2-one C(C(C)C)N1C=C(C=2C1=NC(=CC2)C(=O)N2C(C(NCC2)=O)(C)C)C2CCOCC2